2-(6-phenylimidazo[1,5-a]pyridin-5-yl)-N-(1H-pyrazol-5-yl)acetamide C1(=CC=CC=C1)C=1C=CC=2N(C1CC(=O)NC1=CC=NN1)C=NC2